C(C)(C)(C)OC(=O)N1CCN(CC1)C(=O)N1CCC(CC1)C(C(=O)OCC)(C)C 4-(4-(1-ethoxy-2-methyl-1-oxopropan-2-yl)piperidine-1-carbonyl)piperazine-1-carboxylic acid tert-butyl ester